3-[3-[5-acetyl-6-(3-cyano-5-methylpyrazol-1-yl)pyridin-2-yl]pyrazolo[1,5-a]pyridin-6-yl]oxy-N,N,6-trimethylpyridazine-4-carboxamide C(C)(=O)C=1C=CC(=NC1N1N=C(C=C1C)C#N)C=1C=NN2C1C=CC(=C2)OC=2N=NC(=CC2C(=O)N(C)C)C